3-bromo-1-(3-chloropyridin-2-yl)-N-(2,4-dichloro-6-(diethylamino-thioformyl)phenyl)-N-methyl-1H-pyrazole-5-carboxamide BrC1=NN(C(=C1)C(=O)N(C)C1=C(C=C(C=C1C(=S)N(CC)CC)Cl)Cl)C1=NC=CC=C1Cl